CNC(=S)C=1C=NC=CC1 N-methylpyridine-3-carbothioamide